CC(C(C(=O)OCC)=O)(C)N(C1COC1)C ethyl 3-methyl-3-(methyl(oxetan-3-yl)amino)-2-oxobutanoate